26-methyloctacosyl eicos-11-enoate C(CCCCCCCCCC=CCCCCCCCC)(=O)OCCCCCCCCCCCCCCCCCCCCCCCCCC(CC)C